CC1=C(C=2N(C=C1C1=C(C3=C(N1)SC(=C3C)C=3COC1(C3)CCN(CC1)C(=O)OC(C)(C)C)C(C)C)N=CN2)C tert-butyl 3-(5-(7,8-dimethyl-[1,2,4]triazolo[1,5-a]pyridin-6-yl)-4-isopropyl-3-methyl-6H-thieno[2,3-b]pyrrol-2-yl)-1-oxa-8-azaspiro[4.5]dec-3-ene-8-carboxylate